5-(5-((1R,5S,6r)-6-(1H-1,2,3-triazol-5-yl)-3-azabicyclo[3.1.0]hexan-3-yl)-1,3,4-oxadiazol-2-yl)-N-phenylpyrimidin-2-amine N1N=NC=C1C1[C@H]2CN(C[C@@H]12)C1=NN=C(O1)C=1C=NC(=NC1)NC1=CC=CC=C1